[Tb].[Eu].[Sm].[Nd].[Ce] cerium-neodymium-samarium-europium-terbium